(3R*,3aR*,6S*,7aS*)-2-benzyl-8-[(2-nitrophenyl)sulfonyl]-1-oxo-1,2,3,6,7,7a-hexahydro-3a,6-epiiminoisoindole-3-carboxamide C(C1=CC=CC=C1)N1C([C@H]2C[C@H]3C=C[C@@]2([C@@H]1C(=O)N)N3S(=O)(=O)C3=C(C=CC=C3)[N+](=O)[O-])=O |o1:9,11,14,15|